rel-N-[(5S,6R)-5-[([1,1'-biphenyl]-3-yl)methyl]-4-oxo-3-(propan-2-yl)-3,4,5,6,7,8-hexahydroquinazolin-6-yl]-1,1-difluoromethanesulfonamide C1(=CC(=CC=C1)C[C@H]1C=2C(N(C=NC2CC[C@H]1NS(=O)(=O)C(F)F)C(C)C)=O)C1=CC=CC=C1 |o1:7,16|